N1=C(NC2=NC=CC=C21)N 3H-imidazo[4,5-b]pyridine-2-amine